C[C@]1(CCC[C@@]2([C@@H]1[C@@H]([C@]34[C@H]2CC[C@](C3)(C(=C)C4)O)C(=O)O)C=O)C(=O)O 4a-formyl-7alpha-hydroxy-1-methyl-8-methylidene-4aalpha,4bbeta-gibbane-1alpha,10beta-dicarboxylic acid